C[SiH](OC(C)CCC)C Dimethyl-2-pentoxysilane